dioctyl-tin bis-isooctyl-thioglycolate C(CCCCC(C)C)C(C(=O)[O-])(S)CCCCCC(C)C.C(CCCCCCC)[Sn+2]CCCCCCCC.C(CCCCC(C)C)C(C(=O)[O-])(S)CCCCCC(C)C